(R)-3-(4-((4-((S)-2-acetoxy-3-chloropropoxy)-3,5-dichlorophenyl)sulfonyl)phenoxy)propane-1,2-diyl diacetate C(C)(=O)OC[C@@H](COC1=CC=C(C=C1)S(=O)(=O)C1=CC(=C(C(=C1)Cl)OC[C@@H](CCl)OC(C)=O)Cl)OC(C)=O